C(C)(C)(C)[SiH2]C(C)(C)C di-tertiary butyl-silane